COC(=O)[C@H]1O[C@]([C@H]([C@H]1C1=C(C(=C(C(=C1)Cl)F)F)O)C)(C(F)(F)F)C (2s,3s,4s,5r)-3-(5-chloro-3,4-difluoro-2-hydroxy-phenyl)-4,5-dimethyl-5-(trifluoromethyl)tetrahydrofuran-2-carboxylic acid methyl ester